C[Si](CCOCN1N=CC=2C1=NC=C(C2)N)(C)C 1-((2-(trimethylsilyl)ethoxy)methyl)-1H-pyrazolo[3,4-b]pyridin-5-amine